C(C)(=O)OC=1C=C(C=C(C1I)OC(C)=O)C(C)=O 3',5'-diacetoxy-4'-iodoacetophenone